N1N=CC2=CC=CC(=C12)B(O)O indazole-7-boronic acid